1-(4-((1-(1-(2,2-difluoroethyl)-1H-pyrazolo[3,4-b]pyrazin-6-yl)piperidin-3-yl)methoxy)piperidin-1-yl)ethan-1-one FC(CN1N=CC=2C1=NC(=CN2)N2CC(CCC2)COC2CCN(CC2)C(C)=O)F